(1S,4S)-tert-Butyl 5-(3-cyano-4-nitrophenyl)-2,5-diazabicyclo[2.2.1]heptane-2-carboxylate C(#N)C=1C=C(C=CC1[N+](=O)[O-])N1[C@@H]2CN([C@H](C1)C2)C(=O)OC(C)(C)C